9-(m-ethylphenyl)acridine C(C)C=1C=C(C=CC1)C=1C2=CC=CC=C2N=C2C=CC=CC12